FC1=C(C=C(C(=C1)C(F)(F)F)C1=NN(C=N1)C)NC(=O)N1C2CC(CCC1(C2)C(=O)O)C 7-((2-fluoro-5-(1-methyl-1H-1,2,4-triazol-3-yl)-4-(trifluoromethyl)phenyl)carbamoyl)-4-methyl-7-azabicyclo[4.1.1]octane-1-carboxylic acid